ethyl-2-cyano-3-(4-hydroxy-3-methoxyphenyl)prop-2-enoic acid methyl ester COC(C(=C(C1=CC(=C(C=C1)O)OC)CC)C#N)=O